ClC=1C=C(C=C(C1)Cl)C1=NC(=CC(=C1)CN1CCC(CC1)CC(=O)O)OC=1C=NC(=NC1)N1CCN(CC1)CC 2-(1-((2-(3,5-dichloro-phenyl)-6-((2-(4-ethyl-piperazin-1-yl)pyrimidin-5-yl)oxy)pyridin-4-yl)methyl)piperidin-4-yl)acetic acid